3-(benzo[d]oxazol-2-yl)-[1,1'-biphenyl]-2-ol O1C(=NC2=C1C=CC=C2)C2=C(C(=CC=C2)C2=CC=CC=C2)O